N-[(1E)-(dimethylamino)methylene]-5-fluoro-2-methoxybenzamide CN(C)\C=N\C(C1=C(C=CC(=C1)F)OC)=O